N=1C=CN2C1C1=CC=CC(=C1C=C2)N2N=CC(=C2C(F)(F)F)C(=O)NC2=CC(=NC=C2)C(F)(F)F 1-(imidazo[2,1-a]isoquinolin-7-yl)-5-(trifluoromethyl)-N-(2-(trifluoromethyl)pyridin-4-yl)-1H-pyrazole-4-carboxamide